FC(CC(C(=O)NC1=NC=CC(=C1)C1=C(C=2C(N(CCC2N1)C)=O)C=1C=NC=CC1)C1=CC=C(C=C1)F)F 4,4-Difluoro-2-(4-fluorophenyl)-N-{4-[5-methyl-4-oxo-3-(pyridin-3-yl)-4,5,6,7-tetrahydro-1H-pyrrolo[3,2-c]pyridin-2-yl]pyridin-2-yl}butanamid